FC1([C@@H]([C@@H](N(C1)C(=O)C1OCC1)CC=1C(=C(C=CC1)C1=CC=CC=C1)F)NS(=O)(=O)C1CC1)F N-[(2S,3R)-4,4-difluoro-2-[(2-fluoro[1,1'-biphenyl]-3-yl)methyl]-1-(oxetan-2-carbonyl)pyrrolidin-3-yl]cyclopropanesulfonamide